ClCC(=O)NC=1C=C2C=CC=NC2=CC1 2-chloro-N-(quinolin-6-yl)acetamide